2-(2,6-Dimethyl-4-((5-oxo-4-(4-(tri-fluoromethoxy)phenyl)-4,5-dihydro-1H-1,2,4-triazol-1-yl)methyl)phenoxy)-2-methylpropionic acid CC1=C(OC(C(=O)O)(C)C)C(=CC(=C1)CN1N=CN(C1=O)C1=CC=C(C=C1)OC(F)(F)F)C